ClC=1C=CC(=C(C1)C1=CC(=C(N=N1)SCCO)NC1=CC(=NC=C1)NC(=O)C1CC(C1)N1CCN(CC1)C(C)C)F N-(4-{[6-(5-chloro-2-fluorophenyl)-3-[(2-hydroxyethyl)sulfanyl]pyridazin-4-yl]amino}pyridin-2-yl)-3-[4-(propan-2-yl)piperazin-1-yl]cyclobutane-1-carboxamide